5-(6-((1-methylcyclobutyl)amino)-4-(trifluoromethyl)pyridin-3-yl)thiazole-2-carboxamide CC1(CCC1)NC1=CC(=C(C=N1)C1=CN=C(S1)C(=O)N)C(F)(F)F